FC1=C(C=C(C=C1)C1=C(N=C(C2=CC(=CC=C12)O)CCC(=O)O)C(C)C)C 3-[4-(4-fluoro-3-methyl-phenyl)-7-hydroxy-3-isopropyl-1-isoquinolinyl]propionic acid